C12(CC3CC(CC(C1)C3)C2)CC(=O)NC(COS(=O)(=O)C2=CC=C(C=C2)C)CCCCCC 2-(((3R,5R,7R)-adamantan-1-yl)acetamido)octyl-4-methylbenzenesulfonate